ClC=1C=C(C=CC1)C(C(C)([2H])NC(C)(C)C)=O 1-(meta-chlorophenyl)-2-(tert-butylamino)-(2-2H)-propan-1-one